N-[3-(methylamino)phenyl]benzamide CNC=1C=C(C=CC1)NC(C1=CC=CC=C1)=O